ethyl 3-(2-chloro-3-nitropyridin-4-yl)-2-hydroxyacrylate ClC1=NC=CC(=C1[N+](=O)[O-])C=C(C(=O)OCC)O